ClC1=C(C=CC=C1)C1=NCCOCC1 5-(2-Chlorophenyl)-2,3,6,7-tetrahydro-1,4-oxazepine